CC1=CC(=NO1)CN1C(NC2=NC=C(C=C21)C2=C(C=CC=C2)C)=O 1-[(5-methylisoxazol-3-yl)methyl]-6-(o-tolyl)-3H-imidazo[4,5-b]pyridin-2-one